tricyclohexyl-phosphin C1(CCCCC1)P(C1CCCCC1)C1CCCCC1